FN1C2(N3C(=CC=C(C3=O)NC3=NC=NC=C3)C1=O)CCCCC2 fluoro-6'-(pyrimidin-4-ylamino)-2'H-spiro[cyclohexane-1,3'-imidazo[1,5-a]pyridine]-1',5'-dione